6'-(2-phosphonoethoxy)-2',3'-dihydrospiro[cyclohexane-1,1'-indene]-4-carboxylic acid P(=O)(O)(O)CCOC1=CC=C2CCC3(C2=C1)CCC(CC3)C(=O)O